C1(=CC=C(C=C1)N=C=S)N=C=S p-PHENYLENE DIISOTHIOCYANATE